(3-(dimethylamino)propyl)-N,N-dimethylguanidine CN(CCCN=C(N(C)C)N)C